Tert-butyl N-hydroxy-N-[3-hydroxy-1-imidazo[1,2-a]pyridin-6-yl-propyl]carbamate Tert-butyl-5-hydroxy-3-imidazo[1,2-a]pyridin-6-yl-isoxazolidine-2-carboxylate C(C)(C)(C)OC(=O)N1OC(CC1C=1C=CC=2N(C1)C=CN2)O.ON(C(OC(C)(C)C)=O)C(CCO)C=2C=CC=1N(C2)C=CN1